(R)-5-bromo-N1-(1-(2,4-dichlorophenyl)ethyl)-3-methoxybenzene-1,2-diamine BrC1=CC(=C(C(=C1)N[C@H](C)C1=C(C=C(C=C1)Cl)Cl)N)OC